oxo-1,2,3,4-tetrahydroisoquinoline-5-carboxylic acid methyl ester COC(=O)C=1C=2CCNC(C2C=CC1)=O